5-methyl-N-(1-(4-(trifluoro-methyl)benzyl)-1H-indazol-3-yl)oxazole-4-carboxamide CC1=C(N=CO1)C(=O)NC1=NN(C2=CC=CC=C12)CC1=CC=C(C=C1)C(F)(F)F